C/C(/C(=O)OCC)=C\C=1C=NN(C1)CC(F)(F)F ethyl (E)-2-methyl-3-[1-(2,2,2-trifluoroethyl)pyrazol-4-yl]prop-2-enoate